FC=1C(=NC=C(C1)F)CN1N=C(N=N1)C1=CC=C(C=C1)S(=O)(=O)NCCO 4-(2-((3,5-difluoropyridin-2-yl)methyl)-2H-tetrazol-5-yl)-N-(2-hydroxyethyl)benzenesulfonamide